3-(7-fluoro-1-oxo-5-phenylisoindolin-2-yl)piperidine-2,6-dione FC=1C=C(C=C2CN(C(C12)=O)C1C(NC(CC1)=O)=O)C1=CC=CC=C1